ClC1=CC(=CC=C1)F 2-chloro-6-fluorobenzene